N-{[5-methoxy-6-(5-methoxy-2-pyrazinyl)-2-indolyl]methyl}methoxyacetamide COC=1C=C2C=C(NC2=CC1C1=NC=C(N=C1)OC)CCONC(C)=O